4-methylphenyl 1,1,3,3,5,5-hexamethyl-hexyl ether CC(CC(CC(C)(C)C)(C)C)(C)OC1=CC=C(C=C1)C